methyl-(cis)-N-(2-cyano-6-fluorophenyl)-4-{5-[(1S,2S)-2-fluorocyclopropyl]-1,2,4-oxadiazol-3-yl}-4-methylpiperidine-1-carboxamide C[C@@H]1N(CC[C@](C1)(C)C1=NOC(=N1)[C@H]1[C@H](C1)F)C(=O)NC1=C(C=CC=C1F)C#N